(4-hydroxymethyl-phenyl)phenyl-methanone OCC1=CC=C(C=C1)C(=O)C1=CC=CC=C1